N-Cbz-L-leucine CC(C)C[C@@H](C(=O)O)NC(=O)OCC1=CC=CC=C1